(2S)-3-(6-bromo-1,3-benzoxazol-2-yl)-N-(1-cyanocyclopropyl)-2-{[2-cyclopropyl-5-(1-methylcyclopropyl)pyrazol-3-yl]formamido}propenamide BrC1=CC2=C(N=C(O2)C=C(C(=O)NC2(CC2)C#N)NC(=O)C=2N(N=C(C2)C2(CC2)C)C2CC2)C=C1